NC1(CCN(CC1)C=1C2=C(N=CN1)NC=C2)C(=O)N[C@@H](CCN2CCNCC2)C2=CC=C(C=C2)Cl 4-amino-N-[(1S)-1-(4-chlorophenyl)-3-piperazin-1-ylpropyl]-1-(7H-pyrrolo[2,3-d]pyrimidin-4-yl)piperidine-4-carboxamide